5-(2-aminoprop-2-yl)-N-(2-(2-fluoroprop-2-yl)pyrimidin-4-yl)-8-methoxy-2,7-naphthyridin-3-amine NC(C)(C)C1=C2C=C(N=CC2=C(N=C1)OC)NC1=NC(=NC=C1)C(C)(C)F